3-(1-methyl-1H-pyrazol-3-yl)-[1,1'-biphenyl]-4-amine CN1N=C(C=C1)C=1C=C(C=CC1N)C1=CC=CC=C1